8,9-difluoro-5,6-dihydro-4H-pyrrolo[3,2,1-ij]quinolin-5-amine FC=1C=C2CC(CN3C2=C(C1F)C=C3)N